C1(CC1)C1=NC=NC(=C1C1=NC=CC(=N1)OCC1=CC(=C(C=C1)C=1N(C=C(N1)C(F)(F)F)CC)F)OC 4-cyclopropyl-5-[4-[[4-[1-ethyl-4-(trifluoromethyl)imidazol-2-yl]-3-fluoro-phenyl]methoxy]pyrimidin-2-yl]-6-methoxy-pyrimidine